1-(cis-2,6-dimethyl-4-(2-(6-(trifluoromethyl)imidazo[1,2-a]pyridin-3-yl)pyrimidin-4-yl)piperazin-1-yl)-2-(oxetan-3-yl)ethan-1-one C[C@@H]1N([C@@H](CN(C1)C1=NC(=NC=C1)C1=CN=C2N1C=C(C=C2)C(F)(F)F)C)C(CC2COC2)=O